BrC=1C=CC(=NC1)N1CC2CC2C1 3-(5-bromopyridin-2-yl)-3-azabicyclo[3.1.0]Hexane